C(C(=O)O)(=O)O.N1=CC(=C2N1C=CC=C2)C#N pyrazolo[1,5-a]pyridine-3-carbonitrile oxalate